6-(4-Ethylphenoxy)-N-[(2R)-1-hydroxypropan-2-yl]-5-(1-methyl-1H-pyrazol-3-yl)pyridine-3-carboxamide C(C)C1=CC=C(OC2=C(C=C(C=N2)C(=O)N[C@@H](CO)C)C2=NN(C=C2)C)C=C1